4-(hydroxymethyl)-5-(1H-benzimidazol-5-yl)benzamide OCC1=CC=C(C(=O)N)C=C1C1=CC2=C(NC=N2)C=C1